C(C)(C)(CC(C)(C)C)C1=CC=C(C=C1)C1=CCNN1 5-(4-tert-octyl-phenyl)-dihydropyrazole